FC1=C(C=CC=C1)\C=C\1/CNC\C(\C1=O)=C/C1=C(C=CC=C1)F (3E,5E)-3,5-bis[(2-fluorophenyl)methylidene]piperidin-4-one